C1(CCC1)OC1(N(C(N(C(C1(O)[2H])(CCCCCCCCCCCCCCCC)[2H])[2H])(N(C)C)[2H])[2H])[2H] 4-Cyclobutoxy-2-(N,N-dimethylamino)-6-hexadecylpyrimidin-5-ol-d6